(E)-N-(4-(((4-((2-(aminomethyl)-3-fluoroallyl)oxy)phenyl)sulfonyl)methyl)bicyclo[2.2.2]octan-1-yl)-1-(trifluoromethyl)cyclopropane-1-carboxamide NC/C(/COC1=CC=C(C=C1)S(=O)(=O)CC12CCC(CC1)(CC2)NC(=O)C2(CC2)C(F)(F)F)=C\F